C(C(=C)C)(=O)OCCC(C)C i-pentyl methacrylate